COC1=CC=2N(C=C1C(=O)NC1=CC=C(C=N1)C1CCN(CC1)C(=O)OC(C)(C)C)C=C(N2)C tert-butyl 4-(6-(7-methoxy-2-methylimidazo[1,2-a]pyridine-6-carboxamido)pyridin-3-yl)piperidine-1-carboxylate